((6-(ethyl(4-tert-Butyldiphenylsilyloxybutyl)amino)undecane-1,11-diyl)bis(sulfane-diyl))bis(octane-1,2-diyl) dinonanoate C(CCCCCCCC)(=O)OC(CSCCCCCC(CCCCCSCC(CCCCCC)OC(CCCCCCCC)=O)N(CCCCO[Si](C1=CC=CC=C1)(C1=CC=CC=C1)C(C)(C)C)CC)CCCCCC